6-bromo-5-chloro-2-iodoaniline BrC1=C(C=CC(=C1N)I)Cl